C12CNCC(CC1)N2C=2SC(=C(N2)C=2C(=C(C=CC2)NS(=O)(=O)C2=C(C=CC=C2F)F)F)C2=NC(=NC=C2)Cl N-(3-(2-(3,8-diazabicyclo[3.2.1]oct-8-yl)-5-(2-chloropyrimidin-4-yl)thiazol-4-yl)-2-fluorophenyl)-2,6-difluorobenzenesulfonamide